CN1OC(C2=C1C=CC=C2)N2C(OC1=C2C=CC=C1)=O 3-(1-methyl-1,3-dihydrobenzo[c]isoxazol-3-yl)benzo[d]oxazol-2(3H)-one